C[C@H]1C(C(N(C1)C=1C=C2C(=NC=NC2=CC1)NC1=CC(=C(C=C1)OC1=CC=2N(C=C1)N=CN2)C)=O)=C (4S)-4-methyl-1-{4-[(3-methyl-4-{[1,2,4]triazolo[1,5-a]pyridin-7-yloxy}phenyl)amino]quinazolin-6-yl}-3-methylidenepyrrolidin-2-one